(S)-1-(((6-(2-chloro-3-(3-chloro-2-(4-((((R)-2-hydroxypropyl)amino)methyl)-3-methoxyphenyl)pyridin-4-yl)phenyl)-2-methoxypyridin-3-yl)methyl)amino)propan-2-ol ClC1=C(C=CC=C1C1=C(C(=NC=C1)C1=CC(=C(C=C1)CNC[C@@H](C)O)OC)Cl)C1=CC=C(C(=N1)OC)CNC[C@H](C)O